FC(OC1=NC=CC(=C1)[C@H](C)NC(=O)NC1CC2(C1)CCC2)F 1-[(S)-1-(2-Difluoromethoxy-pyridin-4-yl)-ethyl]-3-spiro[3.3]hept-2-yl-urea